2-[(AMINOCARBONYL)AMINO]BUTANOIC ACID NC(=O)NC(C(=O)O)CC